ClC1=CC(=NC=N1)C=1C(=NN2C1N=C(C=C2)C(F)F)I 3-(6-chloropyrimidin-4-yl)-5-(difluoromethyl)-2-iodo-pyrazolo[1,5-a]pyrimidine